((2-amino-2-methylpropyl)amino)-2-methyl-1-propanol NC(CNC(C(C)C)O)(C)C